C(C)(C)(C)OC(N(CC)S(=O)(=O)C1=NC=CC(=C1)Br)=O ((4-bromopyridin-2-yl)sulfonyl)(ethyl)carbamic acid tert-butyl ester